8-[(1R)-1-[[6-chloro-2-(7-fluoro-1-hydroxy-3H-2,1-benzoxaborol-5-yl)-3-pyridyl]amino]ethyl]-3,6-dimethyl-2-(1-piperidyl)chromen-4-one ClC1=CC=C(C(=N1)C=1C=C(C2=C(COB2O)C1)F)N[C@H](C)C=1C=C(C=C2C(C(=C(OC12)N1CCCCC1)C)=O)C